O[C@@H](CC(=O)OC)C methyl (R)-3-hydroxybutyrate